O=C1NC(CCC1N1C(C2=CC=CC(=C2C1=O)N1CCC(CC1)C(=O)N1CC(CC1)C(=O)O)=O)=O 1-(1-{2-[2,6-dioxopiperidin-3-yl]-1,3-dioxoisoindol-4-yl}piperidine-4-carbonyl)pyrrolidine-3-carboxylic acid